4-(((3S,4R)-1-((5-chloropyridin-2-yl)sulfonyl)-4-hydroxy-4-(hydroxymethyl)pyrrolidin-3-yl)methyl)-3-(2,2,2-trifluoroethoxy)benzonitrile ClC=1C=CC(=NC1)S(=O)(=O)N1C[C@@H]([C@@](C1)(CO)O)CC1=C(C=C(C#N)C=C1)OCC(F)(F)F